N,N'-bis[3-(9H-carbazol-9-yl)phenyl]-7,7-dimethyl-N,N'-diphenyl-7H-benzo[c]fluorene-5,9-diamine C1=CC=CC=2C3=CC=CC=C3N(C12)C=1C=C(C=CC1)N(C1=CC=2C(C=3C=C(C=CC3C2C2=C1C=CC=C2)N(C2=CC=CC=C2)C2=CC(=CC=C2)N2C1=CC=CC=C1C=1C=CC=CC21)(C)C)C2=CC=CC=C2